NC(CNC(=O)C1=NC(=CN=C1)C=1NC2=CC=C(C=C2C1C)N1C(CCC1)=O)(C)C N-(2-amino-2-methylpropyl)-6-(3-methyl-5-(2-oxopyrrolidin-1-yl)-1H-indol-2-yl)pyrazine-2-carboxamide